FC1(CCC(CC1)[C@H](NC(=O)C1=NON=C1C)C=1N=C2N(N=CC(=N2)C2(CCNCC2)C(=O)N2CC(C(C2)(F)F)(F)F)C1)F N-[(S)-(4,4-Difluorocyclohexyl){3-[4-(3,3,4,4-tetrafluoropyrrolidine-1-carbonyl)-piperidin-4-yl]imidazo[1,2-b][1,2,4]triazin-6-yl}methyl]-4-methyl-1,2,5-oxadiazole-3-carboxamide